8-(3-chloro-2-methylphenyl)-9-(4-((1-(3,3,3-trifluoropropyl)azetidin-3-yl)methyl)phenyl)-6,7-dihydro-5H-benzo[7]annulene-3-carboxylic acid ClC=1C(=C(C=CC1)C=1CCCC2=C(C1C1=CC=C(C=C1)CC1CN(C1)CCC(F)(F)F)C=CC(=C2)C(=O)O)C